1-oxa-4,6-diaza-hexadecane-2,7-dione OC(CNCNC(CCCCCCCCC)=O)=O